4-(2,5-dioxopyrrol-1-yl)benzenesulfonyl chloride O=C1N(C(C=C1)=O)C1=CC=C(C=C1)S(=O)(=O)Cl